C(C)(C)(C)N1N=C(C(=C1NC(OC1CC(C1)(F)F)=O)C)C1CC(C1)(F)F 3,3-difluorocyclobutyl (1-(tert-butyl)-3-(3,3-difluorocyclobut-yl)-4-methyl-1H-pyrazol-5-yl)-carbamate